methyl (S)-2-((2-(2-fluoro-4-(methylcarbamoyl)phenyl)-7-methylimidazo[1,2-a]pyridin-3-yl)methyl)morpholine-4-carboxylate FC1=C(C=CC(=C1)C(NC)=O)C=1N=C2N(C=CC(=C2)C)C1C[C@H]1CN(CCO1)C(=O)OC